(S)-3-hydroxy-3-phenylpropionic acid O[C@@H](CC(=O)O)C1=CC=CC=C1